4-acrylamidophenyl-5,6-bis(4-hydroxyphenyl)-7-oxo-bicyclo-[2.2.1]-hept-5-ene-2-sulfonate C(C=C)(=O)NC1=CC=C(C=C1)OS(=O)(=O)C1C2C(=C(C(C1)C2=O)C2=CC=C(C=C2)O)C2=CC=C(C=C2)O